tert-butyl-4-(1-(4-amino-3-(difluoromethoxy)phenyl)piperidin-4-yl)piperazine-1-carboxylate C(C)(C)(C)OC(=O)N1CCN(CC1)C1CCN(CC1)C1=CC(=C(C=C1)N)OC(F)F